C(#N)C1=CC(=CO1)[C@H]1N(OCC1)C(=O)C1CCN(CC1)C1=NC=C(C(=N1)C(=O)N)F 2-[4-[(3S)-3-(5-cyano-3-furyl)isoxazolidine-2-carbonyl]-1-piperidinyl]-5-fluoro-pyrimidine-4-carboxamide